(2-amino-4-(4-ethylpiperazin-1-yl)anilino)-N-(2,6-difluoro-3,5-dimethoxyphenyl)furo[2,3-c]pyridine-2-carboxamide NC1=C(NC2=C(OC3=CN=CC=C32)C(=O)NC3=C(C(=CC(=C3F)OC)OC)F)C=CC(=C1)N1CCN(CC1)CC